2-(6-(((1R,3S,5S)-8-azabicyclo[3.2.1]octan-3-yl)(methyl)amino)pyridazin-3-yl)-5-(5-methyl-1H-tetrazol-1-yl)phenol [C@H]12CC(C[C@H](CC1)N2)N(C2=CC=C(N=N2)C2=C(C=C(C=C2)N2N=NN=C2C)O)C